(methyl-(phenyl)amino)-[1,2,4]triazolo[4,3-a]quinazoline-8-carboxylic acid methyl ester COC(=O)C1=CC=C2C=NC=3N(C2=C1)C(=NN3)N(C3=CC=CC=C3)C